ClC1=CC=C(C=2OC3=C(C21)C=CC=C3I)C3=CC=CC=C3 1-chloro-6-iodo-4-phenyldibenzo[b,d]furan